(1R,4R,5S)-2-benzyl-4-(4-nitrophenoxy)-2-azabicyclo[3.2.1]octane C(C1=CC=CC=C1)N1[C@@H]2CC[C@H]([C@H](C1)OC1=CC=C(C=C1)[N+](=O)[O-])C2